N-(bicyclo[2.2.1]heptan-2-ylmethyl)-4-(5-methyl-2-((1-methyl-1H-pyrazol-5-yl)amino)pyrimidin-4-yl)oxazole-2-carboxamide C12C(CC(CC1)C2)CNC(=O)C=2OC=C(N2)C2=NC(=NC=C2C)NC2=CC=NN2C